COC=1C=CC=C(NC2N=CC=CC2=NNC=2SC=NN2)C1OC 5,6-di-methoxyanilino-3-(2-(1,3,4-thiadiazole-2-yl)hydrazono)pyridine